5-(3-((tert-butyldiphenylsilyl)oxy)-4,5-dimethoxyphenyl)pent-4-yn-1-ol [Si](C1=CC=CC=C1)(C1=CC=CC=C1)(C(C)(C)C)OC=1C=C(C=C(C1OC)OC)C#CCCCO